N,N,N',N'-tetrabutyl-diglycolamide C(CCC)N(C(COCC(=O)N(CCCC)CCCC)=O)CCCC